mercapto-triethylene glycol SC(COCCOCCO)O